(3S,4S)-8-(3-((2-chloro-4,6-difluorophenyl)ethynyl)-5-(fluoromethyl)-1H-pyrazolo[3,4-b]pyrazin-6-yl)-3-methyl-2-oxa-8-azaspiro[4.5]decan-4-amine ClC1=C(C(=CC(=C1)F)F)C#CC1=NNC2=NC(=C(N=C21)CF)N2CCC1([C@@H]([C@@H](OC1)C)N)CC2